2-acetamido(2,3-dimethoxyphenyl)benzyl alcohol C(C)(=O)NC1=C(C(C2=C(C(=CC=C2)OC)OC)O)C=CC=C1